C(C=C)(=O)OC1=CC=2C(C3=CC(=CC=C3C2C=C1)OC(C=C)=O)(C1=CC=C(C=C1)SC)C1=CC=C(C=C1)SC 2,7-bisacryloxy-9,9-bis(4-methylthiophenyl)fluorene